5-((1-isopropyl-1H-pyrazol-5-yl)methoxy)-2-methylbenzofuran-3-carboxylic acid C(C)(C)N1N=CC=C1COC=1C=CC2=C(C(=C(O2)C)C(=O)O)C1